4-(4-dimethylaminostyryl)picoline CN(C1=CC=C(C=CC2=CC(=NC=C2)C)C=C1)C